(3R,4R)-1-(3,4,5-trimethoxyphenyl)-3-iodomethyl-4-(3-hydroxy-4-methoxyphenyl)azetidin-2-one COC=1C=C(C=C(C1OC)OC)N1C([C@@H]([C@@H]1C1=CC(=C(C=C1)OC)O)CI)=O